tert-butyl 4-(1-methoxycyclopropyl)-2-azabicyclo[2.1.1]hexane-2-carboxylate COC1(CC1)C12CN(C(C1)C2)C(=O)OC(C)(C)C